tellurium dinonanoate C(CCCCCCCC)(=O)[O-].C(CCCCCCCC)(=O)[O-].[Te+2]